ClC=1C(=CC=C2C=CC=C(C12)N1CC=2N=C(N=C(C2CC1)N1C[C@@H](NCC1)CC#N)OC[C@H]1NCC(C1)(F)F)F 2-((S)-4-(7-(8-chloro-7-fluoronaphthalen-1-yl)-2-(((S)-4,4-difluoropyrrolidin-2-yl)methoxy)-5,6,7,8-tetrahydropyrido[3,4-d]pyrimidin-4-yl)piperazin-2-yl)acetonitrile